1,2,3-tris(vinyloxy)propane C(=C)OCC(COC=C)OC=C